DIFERULIC ACID COC1=CC(=CC(=C1O)C2=C(C(=CC(=C2)/C=C/C(=O)O)OC)O)/C=C/C(=O)O